O1C=NC2=C1C=CC(=C2)CC(=O)N benzo[d]oxazol-5-ylacetamide